C(=O)C=1C=CC(=NC1)C(=O)NC=1C(=C(C=CC1)C1=C(C(=CC=C1)C1=CC=2N(C=C1)C(=NN2)C2=CC=C(C=C2)C=O)C)C 5-formyl-N-(3'-(3-(4-formylphenyl)-[1,2,4]triazolo[4,3-a]pyridin-7-yl)-2,2'-dimethyl-[1,1'-biphenyl]-3-yl)picolinamide